(RS)-6-(tert-Butyl)-10-cyclopropyl-2-methoxy-3-(3-methoxypropoxy)-9-oxo-9,10-dihydro-6H-pyrano[3,2-b:4,5-b']dipyridine-8-carboxylic acid C(C)(C)(C)[C@H]1OC=2C(=NC(=C(C2)OCCCOC)OC)C=2N(C(C(=CC21)C(=O)O)=O)C2CC2 |r|